IC(C(=O)O)C(C)C α-iodoisovaleric acid